CN([C@H](CNC(C[C@H](C)C1=CC=CC=C1)=O)CC=1C=C2CC(NC2=CC1)=O)C (S)-N-((S)-2-(dimethylamino)-3-(2-oxoindolin-5-yl)propyl)-3-phenylbutanamide